COC(C1=CN=C(C=C1)C1=CC(=CC(=C1)C)C)=O 6-(3,5-dimethylphenyl)nicotinic acid methyl ester